BrC=1C=C(C=C(C1O)Br)C(=O)N1C2=C(OC3(CC3)C1)C=CC=C2 (3,5-dibromo-4-hydroxyphenyl)(spiro[benzo[b][1,4]oxazin-2,1'-cyclopropane]-4(3H)-yl)methanone